(R)-3-amino-6-(4-(2-(3,5-difluorophenyl)-2-hydroxyacetamido)-2-methylphenyl)-N-(tetrahydro-2H-pyran-4-yl)pyrazine-2-carboxamide NC=1C(=NC(=CN1)C1=C(C=C(C=C1)NC([C@H](O)C1=CC(=CC(=C1)F)F)=O)C)C(=O)NC1CCOCC1